8-methoxy-6-[7-(oxazol-5-ylmethoxy)imidazo[1,2-a]pyridin-3-yl]-2-(2,2,2-trifluoroethyl)-3,4-dihydroisoquinolin-1-one COC=1C=C(C=C2CCN(C(C12)=O)CC(F)(F)F)C1=CN=C2N1C=CC(=C2)OCC2=CN=CO2